P(O)(=O)(OP(=O)(O)O)OC[C@@H]1[C@H](C[C@@H](O1)N1C(=O)NC(=O)C(C)=C1)O thymidine-5'-diphosphate